BrC1=C2C=NN(C2=CC=C1)N1C(C=C(C=C1C1=CC=CC=C1)C1=CC=CC=C1)C1=CC=CC=C1 1-(4-bromo-1H-indazol-1-yl)-2,4,6-triphenylpyridine